C(C)OC(=O)C=1C(=NC(=NC1)C(=O)C1CC1)OC1=CC=CC=C1 2-(cyclopropanecarbonyl)-4-phenoxy-pyrimidine-5-carboxylic acid ethyl ester